[Zn+2].C(C)[O-].C(C)[O-] diethanolate zinc